Cl.ClC=1C=C(C=CC1C(=O)N1CCN(CC1)C(=O)[C@@H]1NCCCC1)NC(=O)C=1N(C(=CN1)C=1C(=NN(C1)C1CC1)C(F)(F)F)C (R)-N-(3-chloro-4-(4-(piperidine-2-carbonyl)piperazine-1-carbonyl)phenyl)-5-(1-cyclopropyl-3-(trifluoromethyl)-1H-pyrazol-4-yl)-1-methyl-1H-imidazole-2-carboxamide hydrochloride